2-(7-(Phenylmethoxy)-1H-indol-2-yl)-3-(2-((tert-butyldiphenylsilyl)oxy)ethyl)-4-methoxybenzofuran-6-carboxylic acid ethyl ester C(C)OC(=O)C1=CC2=C(C(=C(O2)C=2NC3=C(C=CC=C3C2)OCC2=CC=CC=C2)CCO[Si](C2=CC=CC=C2)(C2=CC=CC=C2)C(C)(C)C)C(=C1)OC